4-[[4-[[(1S)-2-hydroxy-1-phenyl-ethyl]amino]-5-(3-(trifluoromethyl)-1H-1,2,4-triazol-5-yl)pyrimidin-2-yl]amino]-2-methyl-benzamide OC[C@H](C1=CC=CC=C1)NC1=NC(=NC=C1C1=NC(=NN1)C(F)(F)F)NC1=CC(=C(C(=O)N)C=C1)C